F[Ni-4](F)(F)(F)(F)F hexafluoronickel (II)